C(C)OC(=O)C=1C(=C2C(=NC1)SC(=C2)Br)Cl 2-bromo-4-chlorothieno[2,3-b]pyridine-5-carboxylic acid ethyl ester